ClC1=C(C=C2C=C(N=CC2=C1)NC(=O)[C@@H]1C([C@H]1[C@@H]1OCCCC1)(C)C)N1CCN(CC1)[C@@]1(COC[C@@H]1O)C (1S,2R,3S)-N-[7-chloro-6-[4-((3R,4R)-4-hydroxy-3-methyl-tetrahydrofuran-3-yl)piperazin-1-yl]-3-isoquinolinyl]-2,2-dimethyl-3-tetrahydropyran-2-yl-cyclopropanecarboxamide